FC1=C(C=C(C=C1F)C(F)(F)F)C=1C(=CC=C2C(=C(C=NC12)C(=O)NN1C2=C(OCC1)C=CC=C2)N2CC(C2)F)F 8-(2,3-difluoro-5-(trifluoromethyl)phenyl)-N-(2,3-dihydro-4H-benzo[b][1,4]oxazin-4-yl)-7-fluoro-4-(3-fluoroazetidin-1-yl)quinoline-3-carboxamide